Aluminum(III) diethylphosphinate C(C)P([O-])(=O)CC.[Al+3].C(C)P([O-])(=O)CC.C(C)P([O-])(=O)CC